Cis-7-(2-(cyclopropylamino)-2-oxoacetyl)-N-(4-fluoro-3-methylphenyl)-2-methyl-5,5a,6,7,8,9,9a,10-octahydro-2H-pyrido[3,4-f]pyrrolo[3,4-b][1,4,5]oxathiazocine-1-carboxamide 4,4-dioxide C1(CC1)NC(C(=O)N1C[C@H]2NS(C=3C(OC[C@H]2CC1)=C(N(C3)C)C(=O)NC3=CC(=C(C=C3)F)C)(=O)=O)=O